BrC1=C2C(N(C(C2=CC=C1)=O)C1C(NC(CC1)=O)=O)=O 4-bromo-2-(2,6-dioxo-3-piperidyl)isoindole-1,3-dione